[O].O.[Cu] copper water oxygen